F[C@@H]1CNCC[C@H]1OCC#CC1=CC=CC=2N(C(N(C21)C)=O)C2C(NC(CC2)=O)=O 3-[4-[3-[[(3R,4R)-3-fluoro-4-piperidyl]oxy]prop-1-ynyl]-3-methyl-2-oxo-benzimidazol-1-yl]piperidine-2,6-dione